The molecule is a 1-alkyl-3-acylglycerol in which the alkyl and acyl groups are specified as palmityl (hexadecyl) and oleoyl. It derives from an oleic acid and a 1-O-palmitylglycerol. CCCCCCCCCCCCCCCCOCC(COC(=O)CCCCCCC/C=C\\CCCCCCCC)O